FC(OC=1C=C(C=CC1)C=1SC=C(N1)COCCCCCCN1C[C@@H]([C@H]([C@@H]([C@H](C1)O)O)O)O)(F)F (3S,4R,5R,6S)-1-[6-({2-[3-(trifluoromethoxy)phenyl]-1,3-thiazol-4-yl}methoxy)hexyl]-3,4,5,6-azepanetetrol